C(C1=CC=CC=C1)N(CC1=CC=CC=C1)CC1=CC2=CC=CC=C2C=C1 N,N-dibenzyl-beta-naphthylmethylamine